C(C)(C)(C)OC(C1=CN=C(C(=C1)[N+](=O)[O-])N1CCNCC1)=O 5-nitro-6-(piperazin-1-yl)nicotinic acid tert-butyl ester